S1C=NC2=C1C=C(C=C2)\C=C/2\C(N(C(=N2)N[C@H](CC(C)C)COC)C2CC2)=O (5Z)-5-(1,3-benzothiazol-6-ylmethylene)-3-cyclopropyl-2-[[(1R)-1-(methoxymethyl)-3-methyl-butyl]amino]imidazol-4-one